B#[Nb] Niobium Diboride